C(C)(C)(C)OC(=O)N1C2CNCC1(C2)C=2C=CC=C1C(=CN=CC21)N2C(NC(CC2)=O)=O [4-(2,4-Dioxohexahydropyrimidin-1-yl)-8-isoquinolinyl]-3,6-diazabicyclo[3.1.1]Heptane-6-carboxylic acid tert-butyl ester